(5-amino-8-bromoquinolin-6-yl)-[7-chloro-2-(oxan-2-yl)indazol-4-yl]methanone NC1=C2C=CC=NC2=C(C=C1C(=O)C=1C2=CN(N=C2C(=CC1)Cl)C1OCCCC1)Br